(5z)-cyclopentadec-5-en-1-one C1(CCC\C=C/CCCCCCCCC1)=O